C(C1=CC=CC=C1)OC1=NC(=CC=C1C1=C(C=C(C=C1F)N1CCC2(CN(C2)C(=O)OC(C)(C)C)CC1)F)OCC1=CC=CC=C1 tert-butyl 7-(4-(2,6-bis(benzyloxy) pyridin-3-yl)-3,5-difluorophenyl)-2,7-diazaspiro[3.5]nonane-2-carboxylate